FC(CN1C2=C(C=C1C(=O)OCC)C=CS2)(F)F Ethyl 6-(2,2,2-trifluoroethyl)-6H-thieno[2,3-b]pyrrole-5-carboxylate